1-methyl-3-(4-methylphenyl)indolizine CC=1C=C(N2C=CC=CC12)C1=CC=C(C=C1)C